8-(4-pentanoylanilino)-N-(3-(1-acetylpiperazin-4-yl)phenyl)quinazolin-2-amine C(CCCC)(=O)C1=CC=C(NC=2C=CC=C3C=NC(=NC23)NC2=CC(=CC=C2)N2CCN(CC2)C(C)=O)C=C1